OC=1C(NC=CC1)=O 3-hydroxypyridin-2(1H)-one